C(=O)=C1C(C(C(=O)O1)C(C)=O)=C=O dicarbonyl-acetylbutyrolactone